C=C(C(=O)OCC(=O)O)CC(OC1C2(CCC(C1)C2(C)C)C)=O ((2-methylene-4-oxo-4-(((exo)-1,7,7-trimethylbicyclo[2.2.1]heptan-2-yl)oxy)butanoyl)oxy)acetic acid